N-(4-((2-(1,1-difluoroethyl)-6-ethylpyrimidin-4-yl)amino)-5-(2-(morpholinomethyl)pyrimidin-4-yl)pyridin-2-yl)acetamide FC(C)(F)C1=NC(=CC(=N1)NC1=CC(=NC=C1C1=NC(=NC=C1)CN1CCOCC1)NC(C)=O)CC